(hydroxyamino)-4-[(methoxyimino)(phenyl)methyl]-3-methyl-1-phenyl-4,5-dihydro-1H-pyrazol-5-one ONC1(C(=NN(C1=O)C1=CC=CC=C1)C)C(C1=CC=CC=C1)=NOC